2,4,6-trimethyl-benzoyl-phosphorus dioxide CC1=C(C(=O)P(=O)=O)C(=CC(=C1)C)C